O=C1N(C(CC1)=O)OC(CC1=CC=C(C=C1)C#CCCCCCCCCC(=O)OC(C)(C)C)=O tert-butyl 11-(4-(2-((2,5-dioxopyrrolidin-1-yl)oxy)-2-oxoethyl)phenyl)undec-10-ynoate